3-(2-benzyl-1H-indol-1-yl)isobenzofuran-1(3H)-one C(C1=CC=CC=C1)C=1N(C2=CC=CC=C2C1)C1OC(C2=CC=CC=C12)=O